COC(C=CC1=CC2=C(OCO2)C=C1)=O 3-(benzo[d][1,3]dioxolan-5-yl)acrylic acid methyl ester